CC1=CC(=NC(=N1)N1CCCC1)OC1=CC=C(C=C1)NC(=O)C1=CNC2=CC=CC=C12 N-(4-((6-methyl-2-(pyrrolidin-1-yl)pyrimidin-4-yl)oxy)phenyl)-1H-indole-3-carboxamide